ClC1=NC=C(C(=N1)NC1=CC2=C(N(C(N2CCC(CC)(C)O)=O)C)C=C1)Cl 5-((2,5-Dichloropyrimidin-4-yl)amino)-3-(3-hydroxy-3-methylpentyl)-1-methyl-1,3-dihydro-2H-benzo[d]imidazol-2-on